C1=CC=CC=2C3=CC=CC=C3C(C12)N([C@H](C(=O)O)CC1=CC=C(C=C1)C(F)(F)F)C(=O)OC (2S)-2-(9H-fluoren-9-yl-methoxycarbonylamino)-3-[4-(trifluoromethyl)phenyl]propanoic acid